C\C(=C/CCC(C(=O)O)=C)\CCC=C(C)C (E)-6,10-dimethyl-2-methylen-undec-5,9-dienoic acid